NCC(C)NC(OC(C)(C)C)=O tert-butyl (1-aminopropan-2-yl)carbamate